C(C1=CC=CC=C1)NC(=S)N N-benzyl-thiourea